N[C@@H](C)C1(CN(C1)C(=O)C=1C(=CC(N(N1)C)=O)NC1=C(C=C(C=C1)I)F)O 6-({3-[(1S)-1-aminoethyl]-3-hydroxyazetidin-1-yl}carbonyl)-5-[(2-fluoro-4-iodophenyl)amino]-2-methylpyridazin-3(2H)-one